2-methyl-4-(trifluoromethyl)-1,3-benzoxathiane-7-carboxylic acid CC1OC2=C(C(S1)C(F)(F)F)C=CC(=C2)C(=O)O